BrC1=NC=CC(=C1)C1=C(C2=NC(=CC(=C2N1)OC[C@H]1OCCOC1)F)C1=NC=CC=C1 2-(2-bromopyridin-4-yl)-7-[(2S)-1,4-dioxan-2-ylmethoxy]-5-fluoro-3-(pyridin-2-yl)-1H-pyrrolo[3,2-b]pyridine